FC=1C=CC(=NC1)CN 1-(5-fluoropyridin-2-yl)methanamine